tert-butyl (9-(2-(hydroxymethyl)-4-nitrophenyl)-3,9-diazaspiro[5.5]undec-3-yl)carboxylate OCC1=C(C=CC(=C1)[N+](=O)[O-])N1CCC2(CCN(CC2)C(=O)OC(C)(C)C)CC1